(1s,4s)-4-(8-(2,6-dichloro-4-(trifluoromethyl)phenylamino)-2-(3-(methylsulfonyl)cyclobutylamino)-9H-purin-9-yl)cyclohexanecarboxamide ClC1=C(C(=CC(=C1)C(F)(F)F)Cl)NC=1N(C2=NC(=NC=C2N1)NC1CC(C1)S(=O)(=O)C)C1CCC(CC1)C(=O)N